3-vinyl-4'-propylbiphenyl C(=C)C=1C=C(C=CC1)C1=CC=C(C=C1)CCC